O=C1N(C(CC1)=O)OC(CCC(=O)N1C[C@@H]([C@H](C1)NC(=O)OC(C)(C)C)NC(=O)OC(C)(C)C)=O 4-((3S,4S)-3,4-bis((t-butoxycarbonyl)amino)pyrrolidin-1-yl)-4-oxobutanoic acid 2,5-dioxopyrrolidin-1-yl ester